FC(C1=NN=C(O1)C1=CC=2N(C=C1)C=C(N2)CN(S(=O)(=O)C2CCN(CC2)C(=O)OC)C2=CC=CC=C2)F methyl 4-(N-((7-(5-(difluoromethyl)-1,3,4-oxadiazol-2-yl)imidazo[1,2-a]pyridin-2-yl)methyl)-N-phenylsulfamoyl)piperidine-1-carboxylate